2-chloro-N-(2-(isopropylsulfonyl)phenyl)-5-methoxypyrimidin-4-amine ClC1=NC=C(C(=N1)NC1=C(C=CC=C1)S(=O)(=O)C(C)C)OC